ClC=1C=C(C=CC1Cl)C(C1=NN=C(O1)C1CN(CC12CNC2)C(=O)C2=C(N=C(S2)C)C)(F)F (8-(5-((3,4-dichlorophenyl)difluoromethyl)-1,3,4-oxadiazol-2-yl)-2,6-diazaspiro[3.4]octan-6-yl)(2,4-dimethylthiazol-5-yl)methanone